C(C)(C)(C)OC(=O)N1CCN(CC1)C1=NC2=CC=CC=C2C(N1C1=CC=C(C=C1)F)=O 4-(3-(4-fluorophenyl)-4-oxo-3,4-dihydro-quinazolin-2-yl)piperazine-1-carboxylic acid tert-butyl ester